C(C1=CC=CC=C1)OC1=CC(=C(C(N)=S)C=C1SC=1C(=C2C=CNC2=CC1F)Br)F 4-(benzyloxy)-5-((4-bromo-6-fluoro-1H-indol-5-yl)thio)-2-fluorobenzothioamide